tert-butyl (1R,5S)-3-(4-(((2R,7aS)-2-fluorotetrahydro-1H-pyrrolizin-7a(5H)-yl)methoxy)-6-(hydroxymethyl)-1,3,5-triazin-2-yl)-3,8-diazabicyclo[3.2.1]octane-8-carboxylate F[C@@H]1C[C@@]2(CCCN2C1)COC1=NC(=NC(=N1)CO)N1C[C@H]2CC[C@@H](C1)N2C(=O)OC(C)(C)C